2-(2-(2-(3-(N,N-bis(4-methoxybenzyl)sulfamoyl)-4-fluorophenethoxy)-pyridin-4-yl)-4-fluoro-6-isopropylphenyl)acetic acid methyl ester COC(CC1=C(C=C(C=C1C(C)C)F)C1=CC(=NC=C1)OCCC1=CC(=C(C=C1)F)S(N(CC1=CC=C(C=C1)OC)CC1=CC=C(C=C1)OC)(=O)=O)=O